NC(C(=O)O)(CCCCB(O)O)C1CCN(CCC1)CC1=CC(=C(C=C1)Cl)Cl 2-amino-6-borono-2-(1-(3,4-dichlorobenzyl)azepan-4-yl)hexanoic acid